ClC1=CC=C(C[C@H]2CO[C@H](CN2C2CCC(CC2)C2=NN(C=N2)C)CS(=O)(=O)C)C=C1 (2R,5S)-5-(4-Chlorobenzyl)-4-(4-(1-methyl-1H-1,2,4-triazol-3-yl)cyclohexyl)-2-((methylsulfonyl)methyl)morpholin